ClC=1C=C2C(=C(N(C(C2=CC1)=O)C1CCCC1)C(=O)O)C1=CC=C(C=C1)CO 6-chloro-2-cyclopentyl-4-(4-(hydroxymethyl)phenyl)-1-oxo-1,2-dihydroisoquinoline-3-carboxylic acid